(S)-1-(3-(methylsulfonylmethyl)phenoxy)-3-((R)-8-(quinolin-3-ylsulfonyl)-1-oxa-8-azaspiro[4.5]decan-3-ylamino)propan-2-ol CS(=O)(=O)CC=1C=C(OC[C@H](CN[C@H]2COC3(C2)CCN(CC3)S(=O)(=O)C=3C=NC2=CC=CC=C2C3)O)C=CC1